FC(C1=CC=C(C=C1)N1N=CC(=C1)C=1C=C2C(=CNC2=CC1)NC(=O)C1=CN=NN1)(F)F N-(5-{1-[4-(trifluoro-methyl)phenyl]-1H-pyrazol-4-yl}-1H-indol-3-yl)-1H-1,2,3-triazole-5-carboxamide